[Na+].OC(C(=O)[O-])CC 2-Hydroxybutyric acid sodium salt